(R)-7-(4-((1-(3-(2-(azetidin-3-yl)-1,1-difluoroethyl)phenyl)ethyl)amino)-6-(1,1-dioxidothiomorpholino)-7-oxopyrido[2,3-d]pyrimidin-8(7H)-yl)heptanal N1CC(C1)CC(F)(F)C=1C=C(C=CC1)[C@@H](C)NC=1C2=C(N=CN1)N(C(C(=C2)N2CCS(CC2)(=O)=O)=O)CCCCCCC=O